C(C)(C)(C)C1=C(C=CC(=C1)C1=CC=CC=C1)O 2-tertiary butyl-4-phenylphenol